OCCSC1=CC=C(C=C1)C(=O)C1=CC=C(C=C1)C(C)C [4-(2-hydroxy-ethylsulfanyl)-phenyl]-(4-isopropylphenyl)-methanone